N-hydroxyethyl-sulfamic acid OCCNS(O)(=O)=O